O1C(OCC1)C=1SC=C(N1)C#CCC(C)O 5-(2-(1,3-dioxolan-2-yl)thiazol-4-yl)pent-4-yn-2-ol